1,3-dipropylimidazolium-2-carboxylate C(CC)N1C(=[N+](C=C1)CCC)C(=O)[O-]